4-[(Z)-4-(tert-butyldimethylsilyloxy)-2-butenyloxy]-2-fluoro-3,5-dimethylbenzene [Si](C)(C)(C(C)(C)C)OC\C=C/COC1=C(C(=CC=C1C)F)C